BrC1=C(CN2C(N(CC=3C2=NN(C3)C3CC3)C3CCN(CC3)C3=C(C=CC=C3C)F)=O)C(=CC=C1)C(F)(F)F 7-(2-Bromo-6-trifluoromethyl-benzyl)-2-cyclopropyl-5-[1-(2-fluoro-6-methyl-phenyl)-piperidin-4-yl]-2,4,5,7-tetrahydro-pyrazolo[3,4-d]pyrimidin-6-on